NC1=CC=C(OC2=C(C=C(C=C2)OC2=CC=C(C=C2)N)C2=CC=CC=C2)C=C1 2,5-Bis(4-aminophenoxy)biphenyl